10-bromonaphtho[1,2-b]benzofuran BrC1=CC=CC=2C3=C(OC21)C=2C=CC=CC2C=C3